2'-((4-fluorophenyl)thio)-[1,1'-biphenyl]-4-carboxamid FC1=CC=C(C=C1)SC1=C(C=CC=C1)C1=CC=C(C=C1)C(=O)N